3-(4-(hydroxymethyl)-3-methoxyphenyl)oxetan-3-yl acetate C(C)(=O)OC1(COC1)C1=CC(=C(C=C1)CO)OC